(Z)-4-(2,4-bis(benzyloxy)-isopropylphenyl)-2-hydroxy-4-oxobut-2-enoate C(C1=CC=CC=C1)OC1=C(C=CC(=C1C(C)C)OCC1=CC=CC=C1)C(\C=C(\C(=O)[O-])/O)=O